1-(ethoxymethyl)cyclopentane-1-carbonitrile C(C)OCC1(CCCC1)C#N